C(C)C1=C(C=O)C=C(C(=C1)C=O)CC 2,5-diethylterephthalaldehyde